P(=O)(O)(O)O.OC(CC(C)C)(C)[Na] 1-hydroxy-1,3-dimethylbutyl-sodium phosphate